1-(4-(5-(chlorodifluoromethyl)-1,2,4-oxadiazol-3-yl)phenyl)-2-((4-methylbenzyl)sulfonyl)ethan-1-one ClC(C1=NC(=NO1)C1=CC=C(C=C1)C(CS(=O)(=O)CC1=CC=C(C=C1)C)=O)(F)F